7-fluoro-2-[4-[6-oxo-5-(trifluoromethyl)-1-(2-trimethylsilylethoxymethyl)pyridazin-4-yl]oxypentyl]-6-[5-(trifluoromethyl)pyrimidin-2-yl]isoquinolin-1-one FC1=C(C=C2C=CN(C(C2=C1)=O)CCCC(C)OC=1C=NN(C(C1C(F)(F)F)=O)COCC[Si](C)(C)C)C1=NC=C(C=N1)C(F)(F)F